OC(COCC(COC(C(=C)C)=O)O)COC(C(=C)C)=O bis(2-hydroxy-3-methacryloyloxypropyl) ether